7-(2-fluoro-4-((3S,4S)-7-hydroxy-3-phenylchroman-4-yl)-5-methoxyphenyl)-7-azaspiro[3.5]nonane-2-carbaldehyde FC1=C(C=C(C(=C1)[C@H]1[C@H](COC2=CC(=CC=C12)O)C1=CC=CC=C1)OC)N1CCC2(CC(C2)C=O)CC1